C(C)(=O)NC1=C(C=CC(=C1)C(=O)O)C1=C(C=CC=C1)OC acetamido-2'-methoxy-[1,1'-biphenyl]-4-carboxylic acid